C1(=CC=CC=C1)S(=O)(=O)O[Se]C1=CC=C(C=C1)C1=CC=CC=C1 Se-[1,1'-biphenyl]-4-ylseleno benzenesulfonate